butyl 3,3-difluoro-4-hydroxypiperidine-1-carboxylate FC1(CN(CCC1O)C(=O)OCCCC)F